(S)-8-(4-(2-Fluoroacryloyl)piperazin-1-yl)-11-(4-fluorophenyl)-3-methoxy-10-(trifluoromethyl)-3,4-dihydro-2H,6H-[1,4]thiazepino[2,3,4-ij]quinazolin-6-one FC(C(=O)N1CCN(CC1)C1=NC(N2C3=C(C(=C(C=C13)C(F)(F)F)C1=CC=C(C=C1)F)SC[C@H](C2)OC)=O)=C